2-{4-[5-chloro-2-(4,5-dihydro-1,2-oxazol-3-yl)phenyl]-5-methoxy-2-oxopyridin-1(2H)-yl}-3-[1,4-dioxan-2-yl]propionic acid ClC=1C=CC(=C(C1)C1=CC(N(C=C1OC)C(C(=O)O)CC1OCCOC1)=O)C1=NOCC1